2-[1-(3-cyano-2-ethylsulfanyl-6-methyl-4-oxo-chromen-8-yl)ethylamino]benzoic acid tert-butyl ester C(C)(C)(C)OC(C1=C(C=CC=C1)NC(C)C=1C=C(C=C2C(C(=C(OC12)SCC)C#N)=O)C)=O